CC=1C(=NC=C(C1)NC(C(=O)N1C(CCC(C1)C)C=1C=C2CCC(NC2=CC1)=O)=O)NC(OC(C)(C)C)=O tert-butyl N-[3-methyl-5-[[2-[5-methyl-2-(2-oxo-3,4-dihydro-1H-quinolin-6-yl)-1-piperidyl]-2-oxo-acetyl]amino]-2-pyridyl]carbamate